1-(3-(difluoromethoxy)phenyl)-3-isopropyl-N-(4-methyl-1,1-dioxotetrahydro-2H-thiopyran-4-yl)-2-oxo-2,3-dihydro-1H-benzo[d]imidazole-5-carboxamide FC(OC=1C=C(C=CC1)N1C(N(C2=C1C=CC(=C2)C(=O)NC2(CCS(CC2)(=O)=O)C)C(C)C)=O)F